BrC=1C=NN(C1)C1C(C1)(F)F 4-bromo-1-(2,2-difluorocyclopropyl)-1H-pyrazole